(S)-2-Amino-3-(1H-indol-3-yl)propanoic acid N[C@H](C(=O)O)CC1=CNC2=CC=CC=C12